C(C1=CC=CC=C1)C1CC(N(C1)C1=CC(=NN1)C1=CC=NC=C1)=O 4-benzyl-1-(3-(pyridin-4-yl)-1H-pyrazol-5-yl)pyrrolidin-2-one